OC1=C(C=CN=N1)C 6-hydroxyl-5-methylpyridazine